3-((3S,6S,12aS)-6-isobutyl-9-methoxy-1,4-dioxo-1,2,3,4,6,7,12,12a-octahydropyrazino[1',2':1,6]pyrido[3,4-b]indol-3-yl)-N,N-dimethylpropionamide C(C(C)C)[C@@H]1N2[C@@H](CC3=C1NC=1C=C(C=CC31)OC)C(N[C@H](C2=O)CCC(=O)N(C)C)=O